3,6-dihydroxy-5-(piperazin-1-yl)-2,3-dihydro-1,4-benzodioxine OC1OC2=C(OC1)C=CC(=C2N2CCNCC2)O